CC1CCC(CC1O)C(=C)C The molecule is a p-menthane monoterpenoid that is the dihydro derivative of carveol. It has a role as an acaricide, a volatile oil component and a plant metabolite. It is a p-menthane monoterpenoid and a secondary alcohol. It derives from a carveol.